hexadecyl-fluoro-1-nonanol C(CCCCCCCCCCCCCCC)C(CCCCCCCC)(O)F